4-(3-chloro-4-(1-ethyl-4-(trifluoromethyl)-1H-imidazol-2-yl)benzyl)-2-(4-cyclopropyl-6-methoxypyrimidin-5-yl)-6,7-dihydro-[1,2,4]triazolo[1,5-a]pyrimidin-5(4H)-one ClC=1C=C(CN2C=3N(CCC2=O)N=C(N3)C=3C(=NC=NC3OC)C3CC3)C=CC1C=1N(C=C(N1)C(F)(F)F)CC